N-[2-(4-formylcyclohexyl)-5-methoxy-1,3-benzoxazol-6-yl]pyrazolo[1,5-a]pyrimidine-3-carboxamide C(=O)C1CCC(CC1)C=1OC2=C(N1)C=C(C(=C2)NC(=O)C=2C=NN1C2N=CC=C1)OC